Methyl 5-((S)-2-((S)-2-((tert-Butoxy) amino)-3-methylbutanamido) propanamido)-2-iodobenzoate C(C)(C)(C)ON[C@H](C(=O)N[C@H](C(=O)NC=1C=CC(=C(C(=O)OC)C1)I)C)C(C)C